3-(5-chloro-2-fluorophenyl)-3-(4-isopropylpiperazin-1-yl)-N-methylpropanamide ClC=1C=CC(=C(C1)C(CC(=O)NC)N1CCN(CC1)C(C)C)F